3-(3,4-dimethoxyphenyl)-N-(3-pyridylmethyl)pyrazolo[1,5-a]pyrimidin-5-amine COC=1C=C(C=CC1OC)C=1C=NN2C1N=C(C=C2)NCC=2C=NC=CC2